N-[2-(1H-indol-3-yl)ethyl]-N-propylpropan-1-amine N1C=C(C2=CC=CC=C12)CCN(CCC)CCC